COC1CC(C1)(C1=NN=CN1C)C=1C=C(C=C(C1)N1C(C2=CC(=CC(=C2C1)C(F)(F)F)CNC1(CCC1)C)=O)N[C@H](CC#N)C (S)-3-((3-((1s,3R)-3-methoxy-1-(4-methyl-4H-1,2,4-triazol-3-yl)cyclobutyl)-5-(6-(((1-methylcyclobutyl)amino)methyl)-1-oxo-4-(trifluoromethyl)isoindolin-2-yl)phenyl)amino)butanenitrile